ethyl 6-bromomethyl-5-bromo-2-carbonyl-1,2-dihydropyridine-3-carboxylate BrCC1=C(C=C(C(N1)=C=O)C(=O)OCC)Br